ClC1=CC=C(C=C1)C1=NC(=NC(=C1)N1C(CCCC1C)C)C=1C=NC=CC1 4-(4-chlorophenyl)-6-(2,6-dimethylpiperidin-1-yl)-2-(pyridin-3-yl)pyrimidine